2-aminoethyl-(2,4-diaminobutyric acid) NCCC(C(=O)O)(CCN)N